O=C1NC(CCC1C1=CC=C(OCCCCCCCCCCCN2CCC(CC2)NC2=CC(=NC=N2)C(=O)N)C=C1)=O 6-((1-(11-(4-(2,6-dioxopiperidin-3-yl)phenoxy)undecyl)piperidin-4-yl)amino)pyrimidine-4-carboxamide